(R)-(4-chlorophenyl)(pyridin-2-yl)methanol ClC1=CC=C(C=C1)[C@@H](O)C1=NC=CC=C1